3,7-dihydropurine-6-thione N1=CNC=2N=CNC2C1=S